C1(CC1)C1=CC(=NN1)NC1=NC(=NN2C1=CC=C2)N2[C@@](CCC2)(C(=O)NC=2C=NC(=CC2)F)C 1-{4-[(5-cyclopropyl-1H-pyrazol-3-yl)amino]pyrrolo[2,1-f][1,2,4]triazin-2-yl}-N-(6-fluoro-3-pyridyl)-2-methyl-L-prolinamide